8-(3,5-dimethyl-1,2-oxazol-4-yl)-N-[(2S)-1-(4-{[5-(3-methyl-1,2-oxazol-5-yl)thiophen-2-yl]sulfonyl}piperazin-1-yl)propan-2-yl]quinazolin-4-amine CC1=NOC(=C1C=1C=CC=C2C(=NC=NC12)N[C@H](CN1CCN(CC1)S(=O)(=O)C=1SC(=CC1)C1=CC(=NO1)C)C)C